O([As]1C2=CC=CC=C2OC=2C=CC=CC12)[As]1C2=CC=CC=C2OC=2C=CC=CC12 10,10'-oxybisphenoxarsine